C1(CC1)N1N=C(C(=C1)C1OC(C(O1)(C)C)(C)C)C 1-cyclopropyl-3-methyl-4-(4,4,5,5-tetramethyl-1,3-dioxolan-2-yl)-1H-pyrazole